(2S)-4-[cyclopropylidene]-2-(3-fluoro-4-(methoxycarbonyl)phenyl)piperidine-1-carboxylic acid benzyl ester C(C1=CC=CC=C1)OC(=O)N1[C@@H](CC(CC1)=C1CC1)C1=CC(=C(C=C1)C(=O)OC)F